6-(6,8-difluoro-5-methyl-4-prop-2-enoyl-2,3-dihydroquinoxalin-1-yl)-5-fluoro-8-methyl-2-[4-(4-methylpiperazin-1-yl)anilino]pyrido[2,3-d]pyrimidin-7-one FC=1C(=C2N(CCN(C2=C(C1)F)C1=C(C2=C(N=C(N=C2)NC2=CC=C(C=C2)N2CCN(CC2)C)N(C1=O)C)F)C(C=C)=O)C